C(#N)C=1C=NN(C1)C=1C=CC(=C(O\C(\C(=O)OC)=C/OC)C1)C methyl (Z)-2-[5-(4-cyanopyrazol-1-yl)-2-methyl-phenoxy]-3-methoxy-prop-2-enoate